CS(=O)(=O)OC=1C=C(C=C(C1)C)NC(=O)NC1=CC(=CC(=C1)C)OS(=O)(=O)C N,N'-di-[3-(methanesulfonyloxy)-5-methyl-phenyl]urea